CO[Si](OC)(OC)[N-][Si](OC)(OC)OC.[Gd+3].CO[Si](OC)(OC)[N-][Si](OC)(OC)OC.CO[Si](OC)(OC)[N-][Si](OC)(OC)OC gadolinium bis(trimethoxysilyl)amide